N-(6-(2H-1,2,3-triazol-2-yl)-5-(trifluoromethyl)pyridin-3-yl)-1-(2-carbonyl-1,2-dihydropyrrolo[2,3,4-de]isoquinolin-6-yl)-5-(trifluoromethyl)-1H-pyrazole-4-carboxamide N=1N(N=CC1)C1=C(C=C(C=N1)NC(=O)C=1C=NN(C1C(F)(F)F)C1=NC=C2C=3C(=CC=CC13)C(N2)=C=O)C(F)(F)F